3-fluoro-N-((2-(6-(7-methoxy-5-azaspiro[2.4]heptan-5-yl)pyridin-2-yl)-1,6-naphthyridin-7-yl)methyl)-5-(methylsulfonyl)benzamide FC=1C=C(C(=O)NCC2=NC=C3C=CC(=NC3=C2)C2=NC(=CC=C2)N2CC3(CC3)C(C2)OC)C=C(C1)S(=O)(=O)C